1-[(3S,4S)-3-fluoro-4-piperidyl]-3-(4-phenoxyphenyl)pyrazolo[3,4-d]pyrimidin-4-amine F[C@H]1CNCC[C@@H]1N1N=C(C=2C1=NC=NC2N)C2=CC=C(C=C2)OC2=CC=CC=C2